COC=1C=CC(=NC1)C=1C=C2CN(C(C2=CC1)=O)C1C(NC(CC1)=O)=O 3-(5-(5-Methoxypyridin-2-yl)-1-oxoisoindolin-2-yl)piperidine-2,6-dione